8-(4-amino-3-methylphenoxy)pyrido[2,3-b]pyrazin-3(4H)-one hydrochloride Cl.NC1=C(C=C(OC2=CC=NC=3NC(C=NC32)=O)C=C1)C